2-(di-t-butylphosphino)-1-(2-methoxyphenyl)-1H-pyrrole C(C)(C)(C)P(C=1N(C=CC1)C1=C(C=CC=C1)OC)C(C)(C)C